C(=O)(O)C1=CC=C(C=C1)C1=CC=C(C=C1)C(=O)O 4,4'-dicarboxybiphenyl